methyl-pyrrolo[2,3-b]pyridine-5-carboxylic acid methyl ester COC(=O)C=1CC=2C(=NC1)N=C(C2)C